OC(C(=O)O)CC1=C(C=CC=C1)C(\C=C\C1=CC=CC=C1)=O 2-Hydroxy-3-[2-[(E)-3-phenylprop-2-enoyl]phenyl]propanoic acid